3-cyclopentyl-N-[5-[3-[(3-hydroxy-5-methyl-phenyl)sulfamoyl]-4-methoxyphenyl]-4-methyl-thiazol-2-yl]propanamide C1(CCCC1)CCC(=O)NC=1SC(=C(N1)C)C1=CC(=C(C=C1)OC)S(NC1=CC(=CC(=C1)C)O)(=O)=O